ClC1=C(C(=O)N)C=CC(=C1)NC1=NC=C(C(=N1)N[C@H](CO)C1=CC=CC=C1)C=1OC(=CN1)C 2-chloro-4-[[4-[[(1S)-2-hydroxy-1-phenyl-ethyl]amino]-5-(5-methyloxazol-2-yl)pyrimidin-2-yl]amino]benzamide